FC1=CC=C(CN(S(=O)(=O)C2=CC=C(C=C2)NC(=O)C2C(C2)C2=CC=NC=C2)CC2=C(C=CC=C2)OC)C=C1 N-(4-(N-(4-fluorobenzyl)-N-(2-methoxybenzyl)sulfamoyl)phenyl)-2-(pyridin-4-yl)cyclopropane-1-carboxamide